C(CC)[C@@]1(NCCC1)C(=O)O α-propylproline